N1(N=CN=C1)C(=O)OC(CCCCC(=O)OCC(CCCCCC)CCCCCC)CCCCCC 1-((2-Hexyloctyl)oxy)-1-oxododecan-6-yl 1H-1,2,4-triazole-1-carboxylate